[O-]S(=O)(=O)C(F)(F)F.C(CCCCCC)[NH+]1C(CCCC1)CCCC 1-Heptyl-2-butylpiperidinium triflat